C(C)(=O)OCCC1CC2(C1)CC(C2)NC(=O)C=2C=C(C=C1C=NN(C21)CC=2C=NC(=NC2)C2=CC(=CC(=C2)OC)F)Cl (Ra)-2-(6-(5-chloro-1-((2-(3-fluoro-5-methoxyphenyl)pyrimidin-5-yl)methyl)-1H-indazole-7-carboxamido)spiro[3.3]heptane-2-yl)ethyl acetate